aluminum monoacetylacetone bis(ethyl acetoacetate) C(C)CC(CC(=O)[O-])=O.C(C)CC(CC(=O)[O-])=O.C(C)(=O)CC(C)=O.[Al+2]